ClC1=CC=C(CNC(=O)NC2CC3(C2)CN(CC3)C(C3=CC=C(C=C3)C)=O)C=C1 1-(4-chlorobenzyl)-3-((2r,4s)-6-(4-methylbenzoyl)-6-azaspiro[3.4]octan-2-yl)urea